1-(3-chloro-8-fluoro-4-methyl-6,7,8,9-tetrahydropyrido[3,2-b]indolizin-7-yl)-2-oxopyrrolidin ClC1=C(C=2C=C3CC(C(CN3C2N=C1)F)N1C(CCC1)=O)C